C(C)OC1(CC1)O[Si](C)(C)C 1-(ethoxycyclopropyloxy)trimethylsilane